BrC=1C=C2CC(CNC2=C(C1F)C#C[Si](C)(C)C)O 6-bromo-7-fluoro-8-((trimethylsilyl)ethynyl)-1,2,3,4-tetrahydroquinolin-3-ol